L-cystine bis(N'-methylpiperazide) CN1CCN(CC1)C([C@H](CSSC[C@@H](C(=O)N1CCN(CC1)C)N)N)=O